C(C1=CC=CC=C1)OC1=C(C(=CC(=C1)O)O)C(=O)N1CC2=CC=CC(=C2C1)N1CC(CCC1)O (2-(Benzyloxy)-4,6-dihydroxyphenyl)(4-(3-hydroxypiperidin-1-yl)isoindolin-2-yl)methanone